C(C)(C)OC=1C=C(C2=C(N=C(N=C2)NC2=CC=C(C=C2)N2CCN(CC2)C)N1)C#C[Si](C(C)C)(C(C)C)C(C)C 7-isopropoxy-N-[4-(4-methylpiperazin-1-yl)phenyl]-5-[2-(triisopropylsilyl)ethynyl]pyrido[2,3-d]pyrimidin-2-amine